methyl (2-((tert-butoxycarbonyl)amino)-1-(4-nitrophenyl)ethyl)glycinate C(C)(C)(C)OC(=O)NCC(C1=CC=C(C=C1)[N+](=O)[O-])NCC(=O)OC